rac-tert-butyl (2R,3S)-3-hydroxy-2-methylpyrrolidine-1-carboxylate O[C@@H]1[C@H](N(CC1)C(=O)OC(C)(C)C)C |r|